CN1C2=C(N3[C@H](CC1)CNCC3)N=CC(=C2)C(F)(F)F (R)-5-methyl-3-(trifluoromethyl)-6,7,7a,8,10,11-hexahydropyrazino[1,2-d]pyrido[3,2-b][1,4]diazepin